[Si](C)(C)(C(C)(C)C)OCC1=C(C(=NC(=C1)C1=CC(=CC(=C1)Cl)Cl)OC1=NC=C(N=C1)Cl)C 2-((4-(((tert-butyldimethylsilyl)oxy)methyl)-6-(3,5-dichlorophenyl)-3-methylpyridin-2-yl)oxy)-5-chloropyrazine